chloro-N1-hexadecyl-N3-(2-piperidylethyl)imidazole hydrochloride Cl.ClC1N(C=CN1CCC1NCCCC1)CCCCCCCCCCCCCCCC